C=12C3=CC=CC(OCCCOCC=4C=CC=CC4C4=NC=C(NN1)C2=C4)=C3 7,11-dioxa-20,23,24-triazapentacyclo[17.5.2.12,6.013,18.022,25]heptacosa-1(24),2,4,6(27),13(18),14,16,19,21,25-decaene